ClC1=C(C=C2C=C(N=CC2=C1)NC(=O)[C@@H]1[C@@H]([C@H]1C1=NN(C=C1)C)CC)N1CCN(CC1)[C@@]1(COC[C@@H]1F)C (1R,2R,3R)-N-[7-chloro-6-[4-((3R,4R)-4-fluoro-3-methyl-tetrahydrofuran-3-yl)piperazin-1-yl]-3-isoquinolyl]-2-ethyl-3-(1-methylpyrazol-3-yl)cyclopropanecarboxamide